C12(C=CC(CC1)C2)NCC(=O)O Norbornenyl-glycine